C(C)(C)(C)OC(=O)NC1(CCN(CC1)C=1C2=CN(N=C2C(=CC1)C(=O)OC)CC)CC methyl 4-{4-[(tert-butoxycarbonyl)amino]-4-ethylpiperidin-1-yl}-2-ethylindazole-7-carboxylate